{[4-(3-amino-6-chloro-4-formamido-2-fluorophenyl)-3-cyanobenzo[b]thiophen-2-yl]amino}methane NC=1C(=C(C(=CC1NC=O)Cl)C1=CC=CC=2SC(=C(C21)C#N)NC)F